4-hydroxy-6-(1-methyl-1H-pyrazol-4-yl)pyrazolo[1,5-a]pyridine-3-carboxamide OC=1C=2N(C=C(C1)C=1C=NN(C1)C)N=CC2C(=O)N